tert-Butyl (2-(3-(dimethylamino)propoxy)-5-(3'-methyl-2'-oxo-2',3'-dihydrospiro[cyclobutane-1,1'-pyrrolo[2,3-c]quinolin]-8'-yl)pyridin-3-yl)carbamate CN(CCCOC1=NC=C(C=C1NC(OC(C)(C)C)=O)C1=CC=2C3=C(C=NC2C=C1)N(C(C31CCC1)=O)C)C